benzyl ((1S,2S,3S,4R)-3-ethylbicyclo[2.2.1]heptan-2-yl)carbamate C(C)[C@@H]1[C@H]([C@H]2CC[C@@H]1C2)NC(OCC2=CC=CC=C2)=O